6-acetamido-3-methyl-2-(methylthio)benzo[d]thiazol-3-ium C(C)(=O)NC1=CC2=C([N+](=C(S2)SC)C)C=C1